4,3-diaminobenzoic acid NC1=C(C=C(C(=O)O)C=C1)N